C1C(CC12CCC2)NC(N)=O 3-spiro[3.3]heptan-2-ylurea